CC1=NN(C(C1C(=O)NC1=CC(=CC=C1)C1=NC=CN=C1)=O)C1=CC=CC=C1 3-methyl-5-oxo-1-phenyl-N-(3-(pyrazin-2-yl)phenyl)-4,5-dihydro-1H-pyrazole-4-carboxamide